Methyl-(phenyl)methylene(cyclopentadienyl)(2,7-di-tert-butylfluorenyl)hafnium CC(=[Hf](C1=C(C=CC=2C3=CC=C(C=C3CC12)C(C)(C)C)C(C)(C)C)C1C=CC=C1)C1=CC=CC=C1